6-(4-((2-(2,6-dioxopiperidin-3-yl)-6-fluoro-1,3-dioxoisoindolin-5-yl)methyl)piperazine-1-yl)-2-(4-phenoxyphenyl)nicotinamide O=C1NC(CCC1N1C(C2=CC(=C(C=C2C1=O)CN1CCN(CC1)C1=NC(=C(C(=O)N)C=C1)C1=CC=C(C=C1)OC1=CC=CC=C1)F)=O)=O